[Br-].C(C)OC(=O)C(C)C1=C(C=CC=C1)P(C1=CC=CC=C1)C1=CC=CC=C1 (1-ethoxycarbonylethyl)triphenyl-phosphine bromide